butylidenebis(3-methyl-6-tertbutylphenol) C(CCC)(C1=C(C(=CC=C1C)C(C)(C)C)O)C1=C(C(=CC=C1C)C(C)(C)C)O